tert-butyl 8-(4-cyano-2-fluorophenyl)-6,9-dioxo-5-(4-(trifluoromethyl)benzyl)-5,8-diazaspiro[3.5]nonane-2-carboxylate C(#N)C1=CC(=C(C=C1)N1CC(N(C2(CC(C2)C(=O)OC(C)(C)C)C1=O)CC1=CC=C(C=C1)C(F)(F)F)=O)F